2-(4-chlorophenyl)-5-(2-nitrophenyl)Azole-4-carboxylic acid ethyl ester C(C)OC(=O)C=1C=C(NC1C1=C(C=CC=C1)[N+](=O)[O-])C1=CC=C(C=C1)Cl